tris(4-methoxy-3,5-xylyl)phosphine tri-n-propyl-orthobutyrate C(CC)OC(CCC)(OCCC)OCCC.COC1=C(C=C(C=C1C)P(C1=CC(=C(C(=C1)C)OC)C)C1=CC(=C(C(=C1)C)OC)C)C